Cl.N[C@H](C(=O)O)CC1CC=C(CC1)C1=NC(=NC(=C1)O[C@@H](C(F)(F)F)C1=C(C=C(C=C1)Cl)C=1CCCCC1)N (2S)-2-amino-3-(4-(2-amino-6-((R)-1-(5-chloro-2',3',4',5'-tetrahydro-[1,1'-biphenyl]-2-yl)-2,2,2-trifluoroethoxy)pyrimidine-4-yl)cyclohex-3-ene-1-yl)propionic acid hydrochloride